3-[dimethoxy-(4-methoxyphenyl)]methyldibenzothiophene-5-oxide COC=1C(=C(C=CC1OC)CC=1C=CC2=C(S(C3=C2C=CC=C3)=O)C1)OC